FC(CNC1=C2C(=NC(=C1)NCC(=O)O)C=C(S2)C2=CC=NN2)F 2-(7-(2,2-difluoroethylamino)-2-(1H-pyrazol-5-yl)thieno[3,2-b]pyridin-5-ylamino)acetic acid